NC1C(CN(CC1)C(C(F)(F)C=1C=C(C(=O)NC2=CC(=C(C=C2)F)C)C=CC1F)=O)(F)F 3-(2-(4-amino-3,3-difluoropiperidin-1-yl)-1,1-difluoro-2-oxoethyl)-4-fluoro-N-(4-fluoro-3-methylphenyl)benzamide